N-(2-hydroxyethyl)-2-phenylacetamide C1=CC=C(C=C1)CC(=O)NCCO